tert-butyldiphenyl((3-(tridec-1-en-1-yl)bicyclo[1.1.1]pentan-1-yl)methoxy)silane C(C)(C)(C)[Si](OCC12CC(C1)(C2)C=CCCCCCCCCCCC)(C2=CC=CC=C2)C2=CC=CC=C2